Cl.NCCC1=CC=C(CNC(=O)[C@H]2[C@@H](CC[C@H](C2)C)C(C)C)C=C1 (1R,2S,5R)-N-(4-(2-aminoethyl)benzyl)-2-isopropyl-5-methylcyclohexanecarboxamide hydrochloride